BrC=1C=CC(=NC1)S(=O)(=O)N1C[C@@H]([C@@](C1)(CO)O)OC1=CC(=C(C#N)C=C1)F 4-(((3S,4R)-1-((5-bromopyridin-2-yl)sulfonyl)-4-hydroxy-4-(hydroxymethyl)pyrrolidin-3-yl)oxy)-2-fluorobenzonitrile